BrC=1C(=C(OCCCCN2CCC(CC2)CN2CCN(CC2)C2=CC=C3C(=NN(C3=C2)C)C2C(NC(CC2)=O)=O)C=CC1)C 3-[6-[4-[[1-[4-(3-bromo-2-methyl-phenoxy)butyl]-4-piperidyl]methyl]piperazin-1-yl]-1-methyl-indazol-3-yl]piperidine-2,6-dione